O[C@@H]1CC[C@@]2(C3CC[C@@]4(C(CCC4C3CCC2C1)[C@@H](CCC(=O)OCC1=CC=CC=C1)C)C)C Benzyl (4R)-4-((3R,10S,13R)-3-hydroxy-10,13-dimethylhexadecahydro-1H-cyclopenta[a]phenanthren-17-yl)pentanoate